[O-2].[Mn+2].[Li+].[Co+2].[Ni+2].[Ni+2] nickel-nickel-cobalt lithium manganese oxide